C(C)(C)(C)OC(=O)N1N=C(C(=C1)C1=CC=NC=C1)C1=CC=C(OCC2=NC3=CC=CC=C3C(=C2)C(=O)OC)C=C1 Methyl 2-[[4-[1-tert-butoxycarbonyl-4-(4-pyridyl)pyrazol-3-yl]phenoxy] methyl]quinoline-4-carboxylate